3-(5-(4-(((2S,5S)-2,5-dimethylpyrrolidin-1-yl)methyl)-1-methyl-1H-pyrrolo[2,3-b]pyridin-6-yl)-1-oxoisoindolin-2-yl)piperidine-2,6-dione C[C@@H]1N([C@H](CC1)C)CC1=C2C(=NC(=C1)C=1C=C3CN(C(C3=CC1)=O)C1C(NC(CC1)=O)=O)N(C=C2)C